C(C)OC(CCC=1C(=NC(=C(C1)F)NS(=O)(=O)C1=CNC2=CC(=CC=C12)Cl)F)=O.ClC1=CC=C2C(=CNC2=C1)S(=O)(=O)NC1=C(C=C(C=C1)Cl)F 6-chloro-N-(4-chloro-2-fluorophenyl)-1H-indole-3-sulfonamide ethyl-3-(6-{[(6-chloro-1H-indol-3-yl)sulfonyl]amino}-2,5-difluoropyridin-3-yl)propanoate